isoquinolin-5(6H)-one C1=NC=CC=2C(CC=CC12)=O